(6R)-6-{[7-(methylsulfonyl)-2-(1-methyl-1H-pyrazol-4-yl)[1,2,4]triazolo[1,5-c]quinazolin-5-yl]amino}-5-oxo-1,4-diazacycloheptane-1-carboxylic acid phenylmethyl ester C1(=CC=CC=C1)COC(=O)N1CCNC([C@@H](C1)NC1=NC=2C(=CC=CC2C=2N1N=C(N2)C=2C=NN(C2)C)S(=O)(=O)C)=O